rel-N-[(5R,6R,7R)-7-fluoro-5-[(2-fluoro[1,1'-biphenyl]-3-yl)methyl]-4-oxo-3-(propan-2-yl)-3,4,5,6,7,8-hexahydroquinazolin-6-yl]cyclopropanesulfonamide F[C@H]1[C@@H]([C@@H](C=2C(N(C=NC2C1)C(C)C)=O)CC=1C(=C(C=CC1)C1=CC=CC=C1)F)NS(=O)(=O)C1CC1 |o1:1,2,3|